N[C@H]1C[C@@H](CC1)NC(=O)C=1SC=2N=CC=C3N(C(NC1C23)=O)C=2C=NC(=CC2C)OC2=CC=CC=C2 |r| N-((1RS,3RS)-3-Aminocyclopentyl)-5-(4-methyl-6-phenoxypyridin-3-yl)-4-oxo-4,5-dihydro-3H-1-thia-3,5,8-triazaacenaphthylene-2-carboxamide